C(CCC)C=1C(C2=CC=CC=C2C1)[Hf]C1C(=CC2=CC=CC=C12)CCCC bis(2-n-butylindenyl)hafnium